CN1N=C(C(=C1)Cl)C1=CC(=C(C(=O)N[C@@H]2CN(CC2)C2=CC(=C(C=C2)F)F)C=C1)F 4-(1-methyl-4-chloro-1H-pyrazole-yl)-N-((3S,4R)-(3,4-difluorophenyl)pyrrolidin-3-yl)-2-fluorobenzamide